CC1=C(C=CC=C1[N+](=O)[O-])[C@@H](C)N (R)-1-(2-Methyl-3-nitrophenyl)ethan-1-amine